4-benzyloxyspiro[benzofuran-3,1'-cyclopropane] C(C1=CC=CC=C1)OC1=CC=CC2=C1C1(CC1)CO2